C(C)(C)(C)OC(=O)NC(C(=O)O)CC=1C(NC=CC1)=O 2-((tert-butoxycarbonyl)amino)-3-(2-oxo-1,2-dihydropyridin-3-yl)propanoic acid